[Si](C1=CC=CC=C1)(C1=CC=CC=C1)(C(C)(C)C)OCC(CN1N=C(C(=C1C)C(C)C)I)O 1-[(tert-butyldiphenylsilyl)oxy]-3-[3-iodo-5-methyl-4-(propan-2-yl)-1H-pyrazol-1-yl]propan-2-ol